6-(4-Ethyl-3-(hydroxymethyl)-5-oxo-4,5-dihydro-1H-1,2,4-triazol-1-yl)-2-(2-fluoro-4-nitrophenyl)-4-iodoisoquinolin-1(2H)-one C(C)N1C(=NN(C1=O)C=1C=C2C(=CN(C(C2=CC1)=O)C1=C(C=C(C=C1)[N+](=O)[O-])F)I)CO